ClC1=CC=C(CN2[C@@]3(CCN(C3)C(=O)NCC)C(N(CC2=O)C(C)C)=O)C=C1 (R)-6-(4-chlorobenzyl)-N-ethyl-9-isopropyl-7,10-dioxo-2,6,9-triazaspiro-[4.5]decane-2-carboxamide